N-cycloheptyl-2-((7-(4,4,5,5-tetramethyl-1,3,2-dioxaborolan-2-yl)quinolin-2-yl)oxy)acetamide C1(CCCCCC1)NC(COC1=NC2=CC(=CC=C2C=C1)B1OC(C(O1)(C)C)(C)C)=O